C(C=C)N1C(C(NC=2CCCCC12)=O)=O 4-allyl-5,6,7,8-tetrahydro-1H-quinoxaline-2,3-dione